C(C)N(CC)CC=1C=C(C=CC1)C1=CC(=C2C(=N1)C=CS2)NCCCN2CC1C(C2)CCC1 5-(3-((diethylamino)methyl)phenyl)-N-(3-(hexahydrocyclopenta[c]pyrrol-2(1H)-yl)propyl)thieno[3,2-b]pyridin-7-amine